4-(imidazo[1,2-a]pyridin-7-yl)piperazine-1-carboxylic acid tert-butyl ester C(C)(C)(C)OC(=O)N1CCN(CC1)C1=CC=2N(C=C1)C=CN2